BrC1=CC2=C(N=C(N=C2)NC2=C(C=CC=C2)F)N2C1=NCCC2 6-bromo-N-(2-fluorophenyl)-9,10-dihydro-8H-pyrido[1,6-a:2,3-d']dipyrimidin-2-amine